COC=1C(=CC(=C(C1)N1CCC(CC1)N1CCN(CC1)CC1CCN(CC1)C=1C=CC(=NC1)C(=O)OC)C=1C=NN(C1)C)[N+](=O)[O-] Methyl 5-(4-((4-(1-(5-methoxy-2-(1-methyl-1H-pyrazol-4-yl)-4-nitrophenyl)piperidin-4-yl)piperazin-1-yl) methyl)piperidin-1-yl)picolinate